ClC=1C=C(C=C(C1)C#N)OB(O)O (3-chloro-5-cyanophenyl)boric acid